ClC1=C(C=C(C=C1)C)NC(CO)C=C 2-[(2-chloro-5-methylphenyl)amino]but-3-en-1-ol